4-{[(1H-benzimidazol-2-yl)methyl]amino}-2-(morpholin-4-yl)imidazo[2,1-f][1,2,4]triazine-7-carbonitrile N1C(=NC2=C1C=CC=C2)CNC2=NC(=NN1C2=NC=C1C#N)N1CCOCC1